O=C(CC(=O)OC(C)(C)C)C tert-Butyl 3-oxobutanoate